methyl 3-{[(1S)-1-([2,3'-bipyridin]-5'-yl) ethyl] amino}-4-methylbenzoate N1=C(C=CC=C1)C=1C=NC=C(C1)[C@H](C)NC=1C=C(C(=O)OC)C=CC1C